CCCCCCCCCCC[C@H](CC(=O)N[C@@H]1[C@H]([C@@H]([C@H](O[C@@H]1OP(=O)([O-])[O-])CO[C@H]2[C@@H]([C@H]([C@@H]([C@H](O2)CO[C@@]3(C[C@H]([C@H]([C@H](O3)[C@@H](CO)O)O)O[C@@]4(C[C@H]([C@H]([C@H](O4)[C@@H](CO)O)O)O[C@@]5(C[C@H]([C@H]([C@H](O5)[C@@H](CO)O)O)O)C(=O)[O-])C(=O)[O-])C(=O)[O-])OP(=O)([O-])[O-])OC(=O)C[C@@H](CCCCCCCCCCC)O)NC(=O)C[C@@H](CCCCCCCCCCC)O)O)OC(=O)C[C@@H](CCCCCCCCCCC)O)O The molecule is (KDO)3-lipid IVA deprotonated at both phosphono groups and at the uronic acid carboxy groups. It is the major species at pH 7.3. It is a conjugate base of a (KDO)3-lipid IVA.